(S)-5-(2-Fluoro-6-methoxyphenyl)-3-(4-(hexahydropyrazino[2,1-c][1,4]oxazin-8(1H)-yl)phenyl)-1H-pyrazolo[4,3-c]pyridazin-6(5H)-on FC1=C(C(=CC=C1)OC)N1N=C2C(=CC1=O)NN=C2C2=CC=C(C=C2)N2C[C@H]1COCCN1CC2